C(C)(C)(C)OC(=O)CCCCCCCCCOC=1C2=CC=CC=C2C(=C2C=CC=CC12)OCCCCCCCCCC(=O)OC(C)(C)C 9,10-bis(tert-butoxycarbonylnonyloxy)anthracene